C(C)C1=NC=CC=N1 ethylpyrimidin